BrC=1C=C(C=CC1N1C=NC=C1)N(C1=C(C=CC(=C1)C=1C(=NOC1C)C)C)C(CCCCC)O ((3-bromo-4-(1H-imidazol-1-yl)phenyl)(5-(3,5-dimethylisoxazol-4-yl)-2-methylphenyl)amino)hexane-1-ol